ClC1=C(C(=O)N[C@H](C(=O)O)CC2=CC=C(C=C2)N2C(N(C3=C2C(=C(C=C3)F)F)C)=O)C(=CC=C1)F (S)-2-(2-chloro-6-fluorobenzamido)-3-(4-(6,7-difluoro-3-methyl-2-oxo-2,3-dihydro-1H-benzo[d]imidazol-1-yl)phenyl)propionic acid